6-naphthalene-di-methacrylate C1(=CC=CC2=CC(=CC=C12)CC(C(=O)[O-])=C)CC(C(=O)[O-])=C